CN1N=CC2=CC(=CC(=C12)C(=O)N)NC=1C=CC=C2C=CN(C(C12)=O)CC(NCC(F)(F)F)=O 1-Methyl-5-[[1-oxo-2-[2-oxo-2-(2,2,2-trifluoroethylamino)ethyl]-8-isoquinolyl]amino]indazole-7-carboxamide